[Au].[Fe].[Al].FC1=C(C=C(C=C1)OC)[C@@H]1CC[C@H](CC1)CO ((trans)-4-(2-fluoro-5-methoxyphenyl)cyclohexyl)methanol aluminum-iron-gold